C(C)C1=C(C=CC(=C1)F)N1CN(C(C2=CC(=CC=C12)F)=O)C1=C(NC(C=C1)=O)C 1-(2-ethyl-4-fluorophenyl)-6-fluoro-3-(2-methyl-6-oxo-1,6-dihydropyridin-3-yl)-2,3-dihydroquinazolin-4(1H)-one